O[C@](C(=O)O)(C)C1=CC=C(C=C1)C (R)-2-hydroxy-2-(p-tolyl)propionic acid